2-amino-N-(1-cyclopropyl-2-oxo-3-pyridinyl)-4-isopropoxy-pyrimidine-5-carboxamide NC1=NC=C(C(=N1)OC(C)C)C(=O)NC=1C(N(C=CC1)C1CC1)=O